5-[2-fluoro-6-hydroxy-4-(4-morpholinophenyl)phenyl]-1,1-dioxo-1,2,5-thiadiazolidin-3-one FC1=C(C(=CC(=C1)C1=CC=C(C=C1)N1CCOCC1)O)N1CC(NS1(=O)=O)=O